F[C@H]1CN(CC[C@H]1NC1=NC=C(N=C1)C(NC=1C=C(C=2N(C1)C=C(N2)C)F)=O)C(=O)OC(C)(C)C tert-Butyl (3S,4R)-3-fluoro-4-[[5-[(8-fluoro-2-methyl-imidazo[1,2-a]pyridin-6-yl)carbamoyl]pyrazin-2-yl]amino]piperidine-1-carboxylate